O=C1NC(CCC1C1=NN(C2=CC=CC=C12)C)=O 3-(2,6-dioxo-3-piperidyl)-1-methyl-indazol